Isopropyl 9-[(Z)-N-[(S)-tert-butylsulfinyl]-C-methyl-carbonimidoyl]-2-morpholino-4-oxo-pyrido[1,2-a]pyrimidine-7-carboxylate C(C)(C)(C)[S@](=O)\N=C(\C)/C1=CC(=CN2C1=NC(=CC2=O)N2CCOCC2)C(=O)OC(C)C